tert-butyl (3-(3-(N,2-dimethylpropan-2-ylsulfinamido)oxetan-3-yl)phenyl)carbamate CN(S(=O)C(C)(C)C)C1(COC1)C=1C=C(C=CC1)NC(OC(C)(C)C)=O